BrC1=CC(=C(\C=N\[S@@](=O)C(C)(C)C)C=C1)C(F)(F)F (S,E)-N-(4-bromo-2-(trifluoromethyl)benzylidene)-2-methylpropane-2-sulfinamide